ClC=1C=C(C=CC1F)NC(=O)C1=C(N=CN1C)C1CC2CC(CC2C1)(C1=CC(=NN1C)OC)O N-(3-chloro-4-fluorophenyl)-4-(5-hydroxy-5-(3-methoxy-1-methyl-1H-pyrazol-5-yl)octahydropentalen-2-yl)-1-methyl-1H-imidazole-5-carboxamide